BrC=1N=C(N(C1C1=C(C=CC(=C1)OCOC)C(F)(F)F)C)C1CC2(CN(C2)C(=O)OC(C)(C)C)C1 tert-butyl 6-[4-bromo-5-[5-(methoxymethoxy)-2-(trifluoromethyl)phenyl]-1-methyl-imidazol-2-yl]-2-azaspiro[3.3]heptane-2-carboxylate